[3-(5-Cyano-4-piperazin-1-yl-6-thiophen-2-yl-pyrimidin-2-ylsulfanylmethyl)-phenyl]-acetic acid C(#N)C=1C(=NC(=NC1C=1SC=CC1)SCC=1C=C(C=CC1)CC(=O)O)N1CCNCC1